COC(=O)C=1C=2C(=CNC2C(=CC1)OC(C)C)C=C[N+](=O)[O-] 7-isopropoxy-3-(2-nitrovinyl)-1H-indole-4-carboxylic acid methyl ester